di-n-butyl 2,3-dimethylmaleate C/C(/C(=O)OCCCC)=C(/C(=O)OCCCC)\C